C(C(=C)C)(=O)N1CC(N(CC1C)C(=O)[O-])C 4-methacryloyl-2,5-dimethylpiperazine-1-carboxylate